N[C@@H]1CN(CCC1)C1=CC(=NC=C1C=1C=NN(C1)CCOC)NC1=NC(=NC=C1)C1=C(C=CC=C1OC)F (S)-N-(4-(3-aminopiperidin-1-yl)-5-(1-(2-methoxyethyl)-1H-pyrazol-4-yl)pyridin-2-yl)-2-(2-fluoro-6-methoxyphenyl)pyrimidin-4-amine